tert-butyl (6-bromo-5-methylpyridin-3-yl)carbamate BrC1=C(C=C(C=N1)NC(OC(C)(C)C)=O)C